7-methoxy-2,5-dihydro-1H-pyrido[4,3-b]indol-1-one COC=1C=CC=2C3=C(NC2C1)C=CNC3=O